NC=1C=C(C=C(C1)C(F)(F)F)[C@@H](C)NC1=NC(=NC2=CC(=C(C=C12)OC)C(=O)N1CC(C1)F)C (R)-(4-((1-(3-amino-5-(trifluoromethyl)phenyl)ethyl)amino)-6-methoxy-2-methylquinazolin-7-yl)(3-fluoroazetidin-1-yl)methanone